Pent-4-yne CCCC#C